N-(ethyl(2-(4-(1-(2-methylbenzo[d]thiazol-5-yl)ethyl)piperazin-1-yl)pyrimidin-5-yl)(oxo)-λ6-sulfanylidene)-2,2,2-trifluoroacetamide C(C)S(=NC(C(F)(F)F)=O)(=O)C=1C=NC(=NC1)N1CCN(CC1)C(C)C=1C=CC2=C(N=C(S2)C)C1